4-(2-fluoro-4-methylphenyl)-6,7-dimethyl-2-((2S,4S)-2-(2-methylpyridin-4-yl)tetrahydro-2H-pyran-4-yl)pteridine FC1=C(C=CC(=C1)C)C1=NC(=NC2=NC(=C(N=C12)C)C)[C@@H]1C[C@H](OCC1)C1=CC(=NC=C1)C